1-(2-Ethyl-3-{[4-(4-fluoro-phenyl)-thiazol-2-yl]-methyl-amino}-imidazo[1,2-a]pyridin-6-yl)-piperidin-4-one C(C)C=1N=C2N(C=C(C=C2)N2CCC(CC2)=O)C1N(C)C=1SC=C(N1)C1=CC=C(C=C1)F